3-(2-(1-(3-(2-aminophenoxy)propyl)-1H-pyrrolo[2,3-b]pyridin-2-yl)-7-methoxy-5-(methoxycarbonyl)-1H-benzo[d]imidazol-1-yl)propionic acid 3HCl Cl.Cl.Cl.NC1=C(OCCCN2C(=CC=3C2=NC=CC3)C3=NC2=C(N3CCC(=O)O)C(=CC(=C2)C(=O)OC)OC)C=CC=C1